(S)-6-(4-(1-acetyl-4-acryloylpiperazin-2-yl)-6-chloropyridin-2-yl)-N-methyl-2-(trifluoromethyl)pyrimidine-4-carboxamide C(C)(=O)N1[C@H](CN(CC1)C(C=C)=O)C1=CC(=NC(=C1)Cl)C1=CC(=NC(=N1)C(F)(F)F)C(=O)NC